Cl.C1(CC1)N1C2C3=CC=CC=C3C1CC2 11-Cyclopropyl-11-azatricyclo[6.2.1.02,7]undeca-2,4,6-triene hydrochloride